5-((2-methyl-4-(4-(trifluoromethyl)piperidin-1-yl)phenyl)amino)pyrazolo[1,5-a]pyridine-3-carboxamide CC1=C(C=CC(=C1)N1CCC(CC1)C(F)(F)F)NC1=CC=2N(C=C1)N=CC2C(=O)N